FC1=CC=C(C=C1)C(C(=O)NC1=NC=CC(=C1)C1=C(C=2C(N(C=CC2N1)C)=O)C1=C(C=CC=C1)O)C 2-(4-Fluorophenyl)-N-{4-[3-(2-hydroxyphenyl)-5-methyl-4-oxo-4,5-dihydro-1H-pyrrolo[3,2-c]pyridin-2-yl]pyridin-2-yl}propanamid